O1COC2=C1C=CC(=C2)C=2N=C(NC2C2=NC(=CC=C2)C)C(C)(C)C 2-[4-(1,3-benzodioxolan-5-yl)-2-(1,1-dimethylethyl)-1H-imidazol-5-yl]-6-methyl-pyridine